OCC(CO)NC(C(F)(F)F)=O N-(1,3-dihydroxypropan-2-yl)-2,2,2-trifluoroacetamide